2-(3-cyclopentylpropyl)-8-pentylanthra[1,2-b:5,6-b']dithiophene C1(CCCC1)CCCC1=CC2=C(S1)C1=CC=3C=CC4=C(SC(=C4)CCCCC)C3C=C1C=C2